C(C=C)ON1C2C=C(CN(C1=O)C2)N2N=CC(=C2)C(=O)NCCNC(OC(C)(C)C)=O tert-butyl N-[2-[[1-(6-allyloxy-7-oxo-1,6-diazabicyclo[3.2.1]oct-3-en-3-yl)pyrazole-4-carbonyl]amino]ethyl]carbamate